((1R,6S,7R)-3-(3-(2,3-dichlorophenyl)-1H-pyrazolo[3,4-b]pyrazin-6-yl)-7-(4-methylthiazol-2-yl)-3-azabicyclo[4.1.0]heptan-7-yl)methanamine ClC1=C(C=CC=C1Cl)C1=NNC2=NC(=CN=C21)N2C[C@H]1[C@@]([C@H]1CC2)(C=2SC=C(N2)C)CN